O=C1CN(CCN1)S(=O)(=O)C1=CC=C(C=C1)S(=O)(=O)N 4-((3-oxopiperazin-1-yl)sulfonyl)benzenesulfonamide